1-({2-fluoro-3-[(2-fluoro-4-iodophenyl)amino]pyridin-4-yl}carbonyl)-3-[(2S)-piperidin-2-yl]azetidin-3-ol FC1=NC=CC(=C1NC1=C(C=C(C=C1)I)F)C(=O)N1CC(C1)(O)[C@H]1NCCCC1